Phthalaldehydic Acid C(C=1C(C=O)=CC=CC1)(=O)O